4,7-bis(4,4,5,5-tetramethyl-1,3,2-dioxaborolan-2-yl)-2,1,3-benzothiadiazole CC1(OB(OC1(C)C)C1=CC=C(C2=NSN=C21)B2OC(C(O2)(C)C)(C)C)C